BrC=1C=C2C(=C(NC2=CC1)C=1C(=NC=CC1)COC)CC(C(=O)OCC)(C)C ethyl 3-(5-bromo-2-(2-(methoxymethyl) pyridin-3-yl)-1H-indol-3-yl)-2,2-dimethylpropanoate